4,4-difluorocyclohexyl ((((2R,3S,4R,5S)-5-(4-aminopyrrolo[2,1-f][1,2,4]triazin-7-yl)-2-cyano-3,4-dihydroxytetrahydrofuran-2-yl)methoxy)(phenoxy)phosphoryl)-L-alaninate NC1=NC=NN2C1=CC=C2[C@H]2[C@@H]([C@@H]([C@@](O2)(C#N)COP(=O)(OC2=CC=CC=C2)N[C@@H](C)C(=O)OC2CCC(CC2)(F)F)O)O